P(=O)(O)(O)O.NC(CO)(CO)CO tromethamine phosphate salt